ClC1=C(C=C2C=C(N=CC2=C1)NC(=O)[C@@H]1C[C@@]12CC(OCC2)(C)C)N2CCN(CC2)[C@]2(COC[C@H]2O)C (1R,3R)-N-(7-chloro-6-(4-((3S,4S)-4-hydroxy-3-methyltetrahydrofuran-3-yl)piperazin-1-yl)isoquinolin-3-yl)-5,5-dimethyl-6-oxaspiro[2.5]octane-1-carboxamide